C(#N)C1CC2(CNC2)C1 6-cyano-2-azaspiro[3.3]heptane